methyl (5-((2-bromobenzyl)oxy)-4-oxo-4H-chromene-2-carbonylamino)-L-alloisoleucinate BrC1=C(COC2=C3C(C=C(OC3=CC=C2)C(=O)NN[C@@H]([C@H](C)CC)C(=O)OC)=O)C=CC=C1